(4-((3,6-dimethoxy-9H-carbazole-9-yl)methyl)benzyl)phosphonic acid dichloride COC=1C=CC=2N(C3=CC=C(C=C3C2C1)OC)CC1=CC=C(CP(=O)(Cl)Cl)C=C1